C(C)(C)(C)OC(=O)N1C(CCC(C1)N1CCCCC1)C.CC1N(CC(CC1)N1CCCCC1)C(=O)NCCCCC1=CC=CC=C1 2-Methyl-N-(4-phenylbutyl)-5-(1-piperidyl)piperidine-1-carboxamide tert-Butyl-2-methyl-5-(1-piperidyl)piperidine-1-carboxylate